BrC1=CC(=C(C=C1)NC1=C(C(=O)O)C=CC(=C1)C(F)(F)F)C 2-((4-Bromo-2-methylphenyl)amino)-4-(trifluoromethyl)benzoic acid